NC=1C=2N(C=CN1)C=NC2C2=CC(=C(C=C2)NS(=O)(=O)CC)OCC2=CC=C(C=C2)F N-(4-(8-Aminoimidazo[1,5-a]pyrazin-1-yl)-2-((4-fluorophenyl)methoxy)phenyl)ethane-1-sulfonamide